ascorbic acid diphenyl-acetate C1(=CC=CC=C1)C(C(=O)O)C1=CC=CC=C1.O=C1C(O)=C(O)[C@H](O1)[C@@H](O)CO